((3R,4R)-4-(((6-(ethyl((5-(trifluoromethyl)pyridin-2-yl)methyl)amino)-5-fluoropyrimidin-4-yl)amino)methyl)-3-hydroxypiperidin-1-yl)acetamide C(C)N(C1=C(C(=NC=N1)NC[C@@H]1[C@H](CN(CC1)CC(=O)N)O)F)CC1=NC=C(C=C1)C(F)(F)F